P(=O)(OC1OC(C(C1)O)N1C2=NC=NC(=C2N=C1NC(C)C)N)([O-])[O-] (5-(6-amino-8-(isopropylamino)-9H-purin-9-yl)-4-hydroxytetrahydrofuran-2-yl) phosphate